5-(4-fluoro-1H-pyrazol-1-yl)pyridin-3-ol hydrochloride Cl.FC=1C=NN(C1)C=1C=C(C=NC1)O